3-Heptyl-9-(hydroxymethyl)-6,6-dimethyl-6a,7,8,9,10,10a-hexahydrobenzo[c]chromen-1-ol C(CCCCCC)C=1C=C(C=2C3C(C(OC2C1)(C)C)CCC(C3)CO)O